BrC=1C=CC(=NC1)O[C@@H]1C[C@@H]2CN([C@H]1CC2)C(=O)C2=C(C(=CC=C2)F)N2N=CC=N2 ((1S,4R,6R)-6-((5-bromopyridin-2-yl)oxy)-2-azabicyclo[2.2.2]oct-2-yl)(3-fluoro-2-(2H-1,2,3-triazol-2-yl)phenyl)methanone